racemic-trans-4-(4-acryloyl-6-(trifluoromethyl)morpholin-2-yl)-6-chloro-6'-fluoro-N-methyl-[2,4'-bipyridine]-2'-carboxamide C(C=C)(=O)N1C[C@H](O[C@@H](C1)C(F)(F)F)C1=CC(=NC(=C1)Cl)C1=CC(=NC(=C1)F)C(=O)NC |r|